methyl-vinyl-bis-(N-methyl-acetamido)silane C[Si](N(C(C)=O)C)(N(C(C)=O)C)C=C